N-((3-methylthiophen-2-yl)methyl)-2-(9-(prop-1-yn-1-yl)-6-oxaspiro[4.5]decan-9-yl)ethylamine hydrochloride Cl.CC1=C(SC=C1)CNCCC1(CCOC2(CCCC2)C1)C#CC